3-Cyclohexanepropionic Acid C1CC(CCC1)CCC(=O)O